C(C)NC1=NC(=NC=C1)NC(=O)C1OCC2OC(OC21)(C)C N-[4-(ethylamino)pyrimidin-2-yl]-2,2-dimethyl-tetrahydro-2H-furo[3,4-d][1,3]Dioxole-4-carboxamide